[1,1'-bis(di-tert-butylphosphino)-ferrocene] palladium (II) dichloride [Pd](Cl)Cl.C(C)(C)(C)P([C-]1C=CC=C1)C(C)(C)C.[C-]1(C=CC=C1)P(C(C)(C)C)C(C)(C)C.[Fe+2]